FC=1C(=NC=C(C1)F)CNC(=O)C1=C(N=C(S1)N1CCC(CC1)N1C[C@@H](CCC1)C)C N-[(3,5-difluoropyridin-2-yl)methyl]-4-methyl-2-[(3R)-3-methyl[1,4'-bipiperidin]-1'-yl]-1,3-thiazole-5-carboxamide